N-(2-cyclopropyl-4-methyl-5-oxo-5,6,7,8-tetrahydro-4H-pyrazolo[1,5-a][1,3]diazepin-6-yl)-1H-1,2,4-triazole-3-carboxamide C1(CC1)C1=NN2C(N(C(C(CC2)NC(=O)C2=NNC=N2)=O)C)=C1